2-methoxy-5-acetaminoaniline COC1=C(N)C=C(C=C1)NC(=O)C